3-(3-chloro-10,11-dihydro-5H-dibenzo[b,f]azepin-5-yl)-propyl-(methyl)-carbamate ClC=1C=CC2=C(N(C3=C(CC2)C=CC=C3)CCCN(C([O-])=O)C)C1